methyl (S)-6-diazo-2-(2-methoxyacetamido)-5-oxohexanoate [N+](=[N-])=CC(CC[C@@H](C(=O)OC)NC(COC)=O)=O